8-bromo-6-fluoro-4,4,9-trimethyl-4,5-dihydro-1H-pyrazolo[4,3-c]quinoline BrC1=C(C=2C3=C(C(NC2C(=C1)F)(C)C)C=NN3)C